tert-Butyl (R)-9-(2-(2-(4-(4-((1-(3-amino-5-(trifluoromethyl)phenyl)ethyl)amino)-2-methylquinazolin-6-yl)piperidin-1-yl)acetamido)ethyl)-3-azaspiro[5.5]undecane-3-carboxylate NC=1C=C(C=C(C1)C(F)(F)F)[C@@H](C)NC1=NC(=NC2=CC=C(C=C12)C1CCN(CC1)CC(=O)NCCC1CCC2(CCN(CC2)C(=O)OC(C)(C)C)CC1)C